CN1N=CC(=C1)N(S(=O)(=O)NC(=O)NC=1C2=C(SC1C)CCC2)[C@@H]2CN(CCC2)C 1-[(1-Methyl-1H-pyrazol-4-yl)[(3S)-1-methylpiperidin-3-yl]sulfamoyl]-3-{2-methyl-4H,5H,6H-cyclopenta[b]thiophen-3-yl}urea